Di-Boc-Diethylenetriamine C(=O)(OC(C)(C)C)N(CCNCCN)C(=O)OC(C)(C)C